C1(=CC=CC2=CC=CC=C12)[PH2]=O 1-naphthylphosphine oxide